ClC=1C=C2CCC[C@]3(C2=CC1)CN(C1=C(OC3)C=CC(=C1)C(=O)OC)C[C@H]1[C@@H](CC1)[C@@H](CC=C)O (S)-METHYL 6'-CHLORO-5-(((1R,2R)-2-((R)-1-HYDROXYBUT-3-EN-1-YL)CYCLOBUTYL)METHYL)-3',4,4',5-TETRAHYDRO-2H,2'H-SPIRO[BENZO[B][1,4]OXAZEPINE-3,1'-NAPHTHALENE]-7-CARBOXYLATE